CC(CN1C=CC2=CC(=CC=C12)C1=CC=CN2C1=NS(CC2)(=O)=O)C 9-[1-(2-methylpropyl)-1H-indol-5-yl]-3,4-dihydropyrido[2,1-c][1,2,4]thiadiazine 2,2-dioxide